FC=1C=C2C(=C(NC2=CC1)C(=O)OCC(C)C)C=1N=NN(C1)CC1CCN(CC1)CCNS(=O)(=O)C1=CC2=CC=CC=C2C=C1 isobutyl 5-fluoro-3-(1-((1-(2-(naphthalene-2-sulfonylamino) ethyl) piperidin-4-yl) methyl)-1H-1,2,3-triazol-4-yl)-1H-indole-2-carboxylate